3-(1-acetylpiperidin-4-yl)-9-(1-((6-chloro-1'-methyl-6'-oxo-1',6'-dihydro-[2,3'-bipyridin]-3-yl)amino)ethyl)-4,7-dimethyl-3,4-dihydro-5H-pyrazolo[3,4-c]isoquinolin-5-one C(C)(=O)N1CCC(CC1)N1N=CC2=C1N(C(C=1C=C(C=C(C21)C(C)NC=2C(=NC(=CC2)Cl)C2=CN(C(C=C2)=O)C)C)=O)C